FC1=C(C2=C(C(=N1)O)N=C(S2)NC(=O)N2CC1(CC2)CCOCC1)C1=CC=CC=C1 8-Oxa-2-aza-spiro[4.5]decane-2-carboxylic acid (6-fluoro-4-hydroxy-7-phenyl-thiazolo[4,5-c]pyridin-2-yl)-amide